3-[[6-[(2R)-2-amino-3-tetrahydrofuran-2-yl-propoxy]-2-(2,6-dimethylphenyl)pyrimidin-4-yl]sulfamoyl]benzoic acid N[C@@H](COC1=CC(=NC(=N1)C1=C(C=CC=C1C)C)NS(=O)(=O)C=1C=C(C(=O)O)C=CC1)CC1OCCC1